OC1=C(C=C(C=C1C(C)(C)C)C(C)(C)C)C1=C(C=CC=C1)C1=CC=CC=2NN=NC21 2-(2-hydroxy-3,5-di-tert-butylphenyl)phenylbenzotriazole